OC=1C=C(C=C(C1C1C=C(CCC1C(C)C)C)O)\C=C\C1=CC=CC=C1 3,5-dihydroxy-4-[(3'S-4'R)-p-menthenyl]Trans-stilbene